1-methylpiperidin-3-ol CN1CC(CCC1)O